N-(2-Amino-4-((4-(trifluoromethyl)benzyl)amino)phenyl)decanamid NC1=C(C=CC(=C1)NCC1=CC=C(C=C1)C(F)(F)F)NC(CCCCCCCCC)=O